(3E)-18,18-diethoxy-3-octadecen-1-ol C(C)OC(CCCCCCCCCCCCC/C=C/CCO)OCC